7-[3-(ethanesulfinyl)azetidin-1-yl]-5-methyl-4-oxo-1-(1,2,4-thiadiazol-5-yl)-1,4-dihydro-1,8-naphthyridine-3-carboxylic acid C(C)S(=O)C1CN(C1)C1=CC(=C2C(C(=CN(C2=N1)C1=NC=NS1)C(=O)O)=O)C